C(C)(C)(C)N(C([C@H]1N(C(CC1)=O)C1=CC(=C(C=C1)C1=NOC(=N1)C(F)(F)F)F)=O)C N-tert-butyl-1-{3-fluoro-4-[5-(trifluoromethyl)-1,2,4-oxadiazol-3-yl]phenyl}-N-methyl-5-oxo-L-prolinamide